7-(6-(trifluoromethyl)pyrazin-2-yl)-2,7-diazaspiro[3.5]nonane hydrochloride Cl.FC(C1=CN=CC(=N1)N1CCC2(CNC2)CC1)(F)F